OC1=CC(=C(CNC(COC(\C=C\C=C\C)=O)=O)C=C1OC)I hex-2,4-dienoic acid (2e,4e)-2-((4-hydroxy-2-iodo-5-methoxybenzyl) amino)-2-oxoethyl ester